BrC1=NC(=NC(=C1)C)N(CC1=CC=C(C=C1)OC)CC1=CC=C(C=C1)OC 4-Bromo-N,N-bis(4-methoxybenzyl)-6-methylpyrimidin-2-amine